C1OCC12COC(=NC2)NC2=CC(=C(OC1=C3C(=NC=C1)NC=C3C3=CC=C(C=C3)C(=O)N3CCOCC3)C(=C2)F)F (4-(4-(4-((2,6-dioxa-8-azaspiro[3.5]nona-7-En-7-yl)amino)-2,6-difluorophenoxy)-1H-pyrrolo[2,3-b]pyridin-3-yl)phenyl)(morpholino)methanone